3-(2,2-dimethyl-2H-benzopyran-6-yl)-N-phenyl-3-phenylaminopropionamide CC1(OC2=C(C=C1)C=C(C=C2)C(CC(=O)NC2=CC=CC=C2)NC2=CC=CC=C2)C